BrC1=NN(C(=C1)Br)C 3,5-dibromo-1-methyl-1H-pyrazole